(5S)-spiro[5,7-dihydro-cyclopenta[B]pyrazine-6,4'-piperidin]-5-amine hydrochloride Cl.N1CCC2(CC1)[C@@H](C=1C(=NC=CN1)C2)N